CN(CCC[Ru])C (3-dimethylaminopropyl)ruthenium